ClC1=CC=C(C=C1)C(C(F)(F)F)([2H])NS(=O)(=O)C=1C=NC=C(C1)C#N N-(1-(4-chlorophenyl)-2,2,2-trifluoroethyl-1-d)-5-cyanopyridine-3-sulfonamide